(11S)-11-(3,3-dimethylbutyl)-6-(2,6-dimethylphenyl)-2,2-dioxo-9-oxa-2λ6-thia-3,5,12,19-tetrazatricyclo[12.3.1.14,8]nonadeca-1(18),4(19),5,7,14,16-hexaen-13-one CC(CC[C@H]1COC2=CC(=NC(NS(C=3C=CC=C(C(N1)=O)C3)(=O)=O)=N2)C2=C(C=CC=C2C)C)(C)C